CNCCC(CCCCCCCCC)CCCCCCCC1C(C1)CCCCCCCC N-methyl-3-(7-(2-octylcyclopropyl)heptyl)dodecan-1-amine